[2-[4-[tert-butoxycarbonyl-[4-[2-(2-methyloctanoyloxy)-1-(2-methyloctanoyloxymethyl)ethoxy]-4-oxo-butyl]amino]butanoyloxy]-3-(2-methyloctanoyloxy)propyl] 2-methyloctanoate CC(C(=O)OCC(COC(C(CCCCCC)C)=O)OC(CCCN(CCCC(=O)OC(COC(C(CCCCCC)C)=O)COC(C(CCCCCC)C)=O)C(=O)OC(C)(C)C)=O)CCCCCC